(1S,4S)-4-((2-(2,6-dioxopiperidin-3-yl)-1-oxoisoindolin-4-yl)amino)cyclohexane-1-carboxamide O=C1NC(CCC1N1C(C2=CC=CC(=C2C1)NC1CCC(CC1)C(=O)N)=O)=O